ClC=1C=C(CNC(=O)[C@@]2(C(N(CC2)C2=CC=C(C=C2)P(=O)(C2CC2)C2CC2)=O)O)C=C(C1)F (S)-N-(3-chloro-5-fluorobenzyl)-1-(4-(dicyclopropylphosphoryl)phenyl)-3-hydroxy-2-oxopyrrolidine-3-carboxamide